C1(=CC=CC=C1)N1CC2=CC=CC=C2CC1 2-phenyl-3,4-dihydroisoquinolin